8-bromo-N-tert-butyl-1,5-naphthyridin-2-amine BrC=1C=CN=C2C=CC(=NC12)NC(C)(C)C